[5-METHYL-2-(PYRIDIN-3-YLMETHOXY)PHENYL]BORANEDIOL CC=1C=CC(=C(C1)B(O)O)OCC=1C=NC=CC1